[Cl-].OCC#CC[N+](C)(C)C 4-hydroxy-N,N,N-trimethylbut-2-yn-1-aminium chloride